diphenyl-(5-(trifluoromethyl)-[1,1'-biphenyl]-2-yl)phosphine tert-butyl-7-(5-cyclopropyl-7H-pyrrolo[2,3-d]pyrimidin-4-yl)-4,7-diazaspiro[2.5]octane-4-carboxylate C(C)(C)(C)OC(=O)N1C2(CC2)CN(CC1)C=1C2=C(N=CN1)NC=C2C2CC2.C2(=CC=CC=C2)P(C2=C(C=C(C=C2)C(F)(F)F)C2=CC=CC=C2)C2=CC=CC=C2